(3s,4r)-4-((5-chloro-4-(4-chloro-8-fluoro-3-(2-hydroxypropan-2-yl)quinolin-6-yl)pyrimidin-2-yl)amino)tetrahydro-2H-pyran-3-ol ClC=1C(=NC(=NC1)N[C@H]1[C@@H](COCC1)O)C=1C=C2C(=C(C=NC2=C(C1)F)C(C)(C)O)Cl